FC=1C=C(C=CC1)C=1C2=C(N=CN1)C(=CS2)C(=O)O 4-(3-fluorophenyl)thieno[3,2-d]pyrimidine-7-carboxylic acid